C(C)(=O)C=1C=CC(=C(C1)C=1C2=C(C(N(C1)C)=O)SC(=C2)C2=NN=C(N2)C)OC2=C(C=C(C=C2C)F)C 4-(5-acetyl-2-(4-fluoro-2,6-dimethylphenoxy)phenyl)-6-methyl-2-(5-methyl-4H-1,2,4-triazol-3-yl)thieno[2,3-c]pyridin-7(6H)-one